N-(1-(7-hydroxyquinolin-5-yl)cyclopropyl)-2-methyl-5-((1-methylazetidin-2-yl)methoxy)benzamide OC1=CC(=C2C=CC=NC2=C1)C1(CC1)NC(C1=C(C=CC(=C1)OCC1N(CC1)C)C)=O